tert-butyl 2-(2-aminoethyl)-1,3,3a,4,6,6a-hexahydropyrrolo[3,4-c]pyrrole-5-carboxylate NCCN1CC2CN(CC2C1)C(=O)OC(C)(C)C